5-(3-fluoro-4-methylphenyl)-5-methylimidazolidine-2,4-dione FC=1C=C(C=CC1C)C1(C(NC(N1)=O)=O)C